ClC1=C(C=CC(=C1)Cl)NC(=S)OC1CN(C1)C=1C(=C(C(=O)O)C=CC1)N1C=CC=C1 3-(3-(((2,4-dichlorophenyl)thiocarbamoyl)oxy)azetidin-1-yl)-2-(1H-pyrrol-1-yl)benzoic acid